N1(C=NC=C1)C(=O)N1C=NC=C1 di-1H-imidazol-1-ylmethanone